(2R,3R,4R)-6-Chloro-4-(2-{[(3,3-difluorocyclobutyl)methyl]amino}ethyl)-2-(4-methylphenyl)-2,3,4,9-tetrahydro-1H-carbazol-3-amine ClC=1C=C2C=3[C@H]([C@@H]([C@H](CC3NC2=CC1)C1=CC=C(C=C1)C)N)CCNCC1CC(C1)(F)F